ClC1=NC(=CC(=C1)C1(CC(C1)(F)F)C#N)Cl 1-(2,6-dichloropyridin-4-yl)-3,3-difluorocyclobutane-1-carbonitrile